Oleoyl-sarcosine potassium salt [K+].C(CCCCCCC\C=C/CCCCCCCC)(=O)N(C)CC(=O)[O-]